1,3-di-p-toluylurea C1(=CC=C(C=C1)NC(=O)NC1=CC=C(C=C1)C)C